(3-((3-Aminocyclobutyl)methyl)-1,2,3-oxadiazol-3-ium-5-yl)((3-(2-phenylacetamido)-5-(trifluoromethyl)phenyl)carbamoyl)amide NC1CC(C1)C[N+]1=NOC(=C1)[N-]C(NC1=CC(=CC(=C1)C(F)(F)F)NC(CC1=CC=CC=C1)=O)=O